[Na+].C1(CCCCC1)P(C1=C(C=CC=C1)C1=C(C(=CC=C1OC)S(=O)(=O)[O-])OC)C1CCCCC1 2'-dicyclohexylphosphino-2,6-dimethoxy-1,1'-biphenyl-3-sulfonic acid sodium salt